(E)-5-(2-(4,4-difluorocyclohexyl)vinyl)-2,3-dihydrobenzofuran-7-amine FC1(CCC(CC1)/C=C/C=1C=C(C2=C(CCO2)C1)N)F